NC=1C(=C(C=CC1)C=1C(=C(C=CC1)C1=NN2C(C(CCC2)=O)=C1)Cl)Cl 2-[3-(3-amino-2-chloro-phenyl)-2-chloro-phenyl]-6,7-dihydro-5H-pyrazolo[1,5-a]pyridin-4-one